6-chloro-N-(4-cyanobenzyl)-1-methyl-2-oxo-8-((1-(N-(pyridin-2-yl)sulfamoyl)cyclopropyl)methoxy)-1,2-dihydro-1,5-naphthyridine-3-carboxamide ClC=1N=C2C=C(C(N(C2=C(C1)OCC1(CC1)S(NC1=NC=CC=C1)(=O)=O)C)=O)C(=O)NCC1=CC=C(C=C1)C#N